ClC1=CC(=NC2=NC=CC=C12)CCCCCO[C@H]1CN(CC1)C(=O)OC(C)(C)C tert-butyl (R)-3-((5-(4-chloro-1,8-naphthyridin-2-yl)pentyl)oxy)pyrrolidine-1-carboxylate